3-cyclopentyl-1-[9-ethyl-6-(thiophene-2-carbonyl)carbazol-3-yl]Propylene C1(CCCC1)CC=CC=1C=CC=2N(C3=CC=C(C=C3C2C1)C(=O)C=1SC=CC1)CC